CN(C(=O)[C@H]1NS(N(C1)C([2H])([2H])[2H])(=O)=O)C=1C=C(C=CC1)C (3S)-N-methyl-N-(m-tolyl)-1,1-dioxo-5-(trideuteriomethyl)-1,2,5-thiadiazolidine-3-carboxamide